N1(N=NC=C1)CCC(=O)N1CC(=CCC1)C=1C=C(C2=C(SC(=C2)C(=O)N(C)C)C1F)Cl 6-(1-(3-(1H-1,2,3-triazol-1-yl)propanoyl)-1,2,5,6-tetrahydropyridin-3-yl)-4-chloro-7-fluoro-N,N-dimethylbenzo[b]thiophene-2-carboxamide